pyridin-2-ylmethyl-[(3-(2-chloro-4-fluoro-5-[3-methyl-2,6-dioxo-4-(trifluoromethyl)-3,6-dihydropyrimidin-1(2H)-yl]phenoxy)pyridine-2-yl)oxy]acetate N1=C(C=CC=C1)COC(COC1=NC=CC=C1OC1=C(C=C(C(=C1)N1C(N(C(=CC1=O)C(F)(F)F)C)=O)F)Cl)=O